1-(2-(1H-1,2,4-triazol-1-yl)ethoxy)-3-methyl-9H-carbazole N1(N=CN=C1)CCOC1=CC(=CC=2C3=CC=CC=C3NC12)C